4-chloro-9,9-diphenyl-9H-fluorene ClC1=CC=CC=2C(C3=CC=CC=C3C12)(C1=CC=CC=C1)C1=CC=CC=C1